5-amino-4-oxo-3,4-dihydropyrido[3,4-d]pyridazin NC1=NC=CC2=C1C(NN=C2)=O